C(CCOC1=CC2=C([Se]C(=C2)C(CC(C(=O)O)CCCC)=O)C=C1OC)OC1=CC2=C([Se]C(=C2)C(CC(C(=O)O)CCCC)=O)C=C1OC 4,4'-((propane-1,3-diylbis(oxy))bis(6-methoxybenzo[b]selenophen-5,2-diyl))bis(2-butyl-4-oxobutanoic acid)